(R)-6-(6-(difluoromethyl)-7-methoxyimidazo[1,2-b]pyridazin-3-yl)-N-(piperidin-3-yl)pyridin-2-amine FC(C=1C(=CC=2N(N1)C(=CN2)C2=CC=CC(=N2)N[C@H]2CNCCC2)OC)F